C(#N)CC12CCC(CC1)(C2)NC(OC(C)(C)C)=O tert-Butyl (4-(cyanomethyl)bicyclo[2.2.1]heptan-1-yl)carbamate